methyl 2-(4-(4-((4-amino-6-methylpyrimidin-2-yl)(4-methoxybenzyl)amino)butyl)-6-azaspiro[2.5]octan-6-yl)-6-bromonicotinate NC1=NC(=NC(=C1)C)N(CCCCC1C2(CC2)CCN(C1)C1=C(C(=O)OC)C=CC(=N1)Br)CC1=CC=C(C=C1)OC